COCCOCCOCC1(CCNCC1)C 4-{[2-(2-methoxyethoxy)ethoxy]methyl}-4-methylpiperidin